C(C)(C)(C)N1N=C(C=2C1=NC=NC2N)C=2N=NN(C2I)C2CC2 1-tert-butyl-3-(1-cyclopropyl-5-iodo-triazol-4-yl)pyrazolo[3,4-d]pyrimidin-4-amine